CN(C1=CC=2OC(C(=CC2S1)C(=O)O)=O)C(=O)C1N(CCCC1)C 2-[Methyl-(1-methyl-piperidine-2-carbonyl)-amino]-5-oxo-5H-thieno[3,2-b]pyran-6-carboxylic acid